COC(C1=C(N=C(C=C1)C#N)C1=C(C(=CC=C1OC)Cl)F)=O (3-chloro-2-fluoro-6-methoxyphenyl)-6-cyanonicotinic acid methyl ester